triisopropyl-((1-(p-tolyl)vinyl)oxy)silane C(C)(C)[Si](OC(=C)C1=CC=C(C=C1)C)(C(C)C)C(C)C